O=C1C=CNC=C1 4-oxo-1,4-dihydropyridine